ClC1=C(C(=O)NC2=C(C=C(C=C2)NC(OC(C)(C)C)=O)C)C=C(C=C1)NC(=O)[C@@H]1C([C@H]1C1=CC(=C(C=C1)Cl)Cl)(Cl)Cl trans-tert-Butyl (4-(2-chloro-5-(2,2-dichloro-3-(3,4-dichlorophenyl)cyclopropane-1-carboxamido)benzamido)-3-methylphenyl)carbamate